THIOUREIDO-BENZENESULFONAMIDE C1=CC=C(C(=C1)NC(=S)N)S(=O)(=O)N